ClC1=C(C=CC=C1)N1C(C2=C(C=3C=CC(=NC13)C(F)(F)F)C=NN2)=O 5-(2-chlorophenyl)-7-(trifluoromethyl)-3,5-dihydro-4H-pyrazolo[3,4-c][1,8]naphthyridin-4-one